FC1=C(CN2C(=NN=C2)C2=CC=CC(=N2)N2CC=3C(=NC(=CC3C2=O)N(C)C(C)C)CNC)C=CC=C1 2-(6-(4-(2-fluorobenzyl)-4H-1,2,4-triazol-3-yl)pyridin-2-yl)-6-(isopropyl(methyl)amino)-4-((methylamino)methyl)-2,3-dihydro-1H-pyrrolo[3,4-c]pyridin-1-one